(4-fluorophenyl)amino-2,4-dimethylpyrimido[4,5-c]isoquinoline-1,3,7,10(2H,4H)tetraone FC1=CC=C(C=C1)NC1=NC2=C(C=3C(C=CC(C13)=O)=O)C(N(C(N2C)=O)C)=O